FC1=C(C(=CC=C1)F)C1=C(C=CC2=C1C(=NO2)NC(=O)N2[C@@H](C([C@@H](C2)NS(=O)(=O)C)(F)F)CO)F (2R,4R)-N-[4-(2,6-difluorophenyl)-5-fluoro-1,2-benzoxazol-3-yl]-3,3-difluoro-2-(hydroxymethyl)-4-[(methanesulfonyl)amino]pyrrolidine-1-carboxamide